C(=C)C=1C=C(C=NC1CC)C(=O)OCC ethyl 5-ethenyl-6-ethylpyridine-3-carboxylate